OC=1C(OC(=CC1Br)C(=O)OC)=O methyl 3-hydroxy-4-bromo-2-oxo-2H-pyran-6-carboxylate